OC1=CC=C(C=C1)N=NC1=CC=CC=C1 4'-hydroxyazobenzene